tert-butylmethyl sulfone C(C)(C)(C)S(=O)(=O)C